(2-hydroxyethyl) isonitrile triacrylate C(C=C)(=O)O.C(C=C)(=O)O.C(C=C)(=O)O.OCC[N+]#[C-]